FC(OC1=NC=CC(=C1)C(=O)N1C[C@@H]([C@H](CC1)N1CC2=CC=CC=C2CC1)O)F (2-(difluoromethoxy)pyridin-4-yl)((3S,4S)-4-(3,4-dihydroisoquinolin-2(1H)-yl)-3-hydroxypiperidin-1-yl)methanone